C(C)(C)(C)[S@@](=O)N[C@@H](CC(=O)OCC)C=1C=C(C=C(C1F)Cl)C1=C(C=C(C=C1C)F)C Ethyl (S)-3-(((R)-tert-butylsulfinyl)amino)-3-(5-chloro-4,4'-difluoro-2',6'-dimethyl-[1,1'-biphenyl]-3-yl)propanoate